[NH4+].P([O-])([O-])=O.[NH4+] phosphonic acid, ammonium salt